CN(C(C#CC(=O)N1C[C@H](CC1)C(=O)N([C@@H](C(C)C)C(=O)OC(C)(C)C)C)(C)C)C tert-butyl N-((S)-1-(4-(dimethylamino)-4-methylpent-2-ynoyl)pyrrolidine-3-carbonyl)-N-methyl-L-valinate